(2S,4r)-1-[(2S)-2-(4-cyclopropyl-triazol-1-yl)-3,3-dimethyl-butyryl]-N-[1-[4-(difluoromethyl)pyrimidin-2-yl]ethyl]-4-hydroxy-pyrrolidine-2-carboxamide C1(CC1)C=1N=NN(C1)[C@H](C(=O)N1[C@@H](C[C@H](C1)O)C(=O)NC(C)C1=NC=CC(=N1)C(F)F)C(C)(C)C